COCC1(C=C(C(=C1)C1CCCC1)C1CCCC1)COC 1,1-bis(methoxymethyl)-3,4-dicyclopentylcyclopentadiene